ethyl 2-oxo-2-((pyridin-2-ylmethyl)amino)acetate O=C(C(=O)OCC)NCC1=NC=CC=C1